NC1=C(C=2C(=NC=C(C2S1)F)C=1C2=C(C=3C=NC(=NC3C1F)N1C[C@H](CC1)CCN(C)C)COC2)C#N 2-Amino-4-(3-((S)-3-(2-(dimethylamino)ethyl)pyrrolidin-1-yl)-5-fluoro-7,9-dihydrofuro[3,4-f]quinazolin-6-yl)-7-fluorothieno[3,2-c]pyridine-3-carbonitrile